copper-rubidium-cesium [Cs].[Rb].[Cu]